(1r,3r)-3-((tert-butyldimethylsilyl)oxy)cyclobutan-1-ol [Si](C)(C)(C(C)(C)C)OC1CC(C1)O